FC(C=1C=C(C=C(C1)C(F)(F)F)C#C[Si](C)(C)C)(F)F (3,5-bis(trifluoromethyl)phenylethynyl)trimethylsilane